C(#N)NB(N)N cyanoboranetriamine